N-[3-chloro-4-[[1-[2-(dimethylamino)acetyl]-4-piperidyl]carbamoyl]phenyl]-5-(2,3-difluoro-4-methoxy-phenyl)-1-methyl-imidazole-2-carboxamide ClC=1C=C(C=CC1C(NC1CCN(CC1)C(CN(C)C)=O)=O)NC(=O)C=1N(C(=CN1)C1=C(C(=C(C=C1)OC)F)F)C